tert-butyl (3-{4-[3-(trifluoromethoxy)propoxy]-1H-pyrazol-1-yl}bicyclo[1.1.1]pentan-1-yl)carbamate FC(OCCCOC=1C=NN(C1)C12CC(C1)(C2)NC(OC(C)(C)C)=O)(F)F